FC(C)(S(=O)[O-])F.[Na+] sodium 1,1-difluoroethanesulfinate